Cl[Si]1(C[Si](C1)(CC)CC)CC 1-chloro-1,3,3-triethyl-1,3-disilacyclobutane